[N+](=O)([O-])CC(C1=CC=CC=C1)C1=C(NC2=CC(=CC=C12)S(=O)(=O)F)C1=CC=CC=C1 3-(2-nitro-1-phenylethyl)-2-phenyl-1H-indole-6-sulfonyl fluoride